OC(CC(=O)OCC)(C(C)C)C1=NC=CC=C1 Ethyl 3-hydroxy-4-methyl-3-(pyridin-2-yl)pentanoate